ClC=1C=C2C(=NC(N3C2=C(C1C1=CC(=C(C=C1)Cl)F)SCC3)=O)N3[C@H](CN(CC3)C(\C=C\C(F)(F)F)=O)C (S,E)-9-chloro-10-(4-chloro-3-fluorophenyl)-7-(2-methyl-4-(4,4,4-trifluorobut-2-enoyl)piperazin-1-yl)-2,3-dihydro-5H-[1,4]thiazino[2,3,4-ij]quinazolin-5-one